C(#N)C1=CC=C(C=C1)C1=CC=NC=C1 4-(4-cyanophenyl)pyridin